FC1=C(C(=CC=C1)F)C=1N=C(C2=C(N1)CNC2=O)NC2=CC=C(C=C2)C(=O)N2CC(C2)O 2-(2,6-difluorophenyl)-4-((4-(3-hydroxyazetidine-1-carbonyl)phenyl)amino)-6,7-dihydro-5H-pyrrolo[3,4-d]pyrimidin-5-one